ClC1=CC(=C2C(=CC3=C(C=C(C4=C(C=C1C2=C34)I)Br)Cl)I)Br 1,6-dichloro-3,8-dibromo-4,9-diiodopyrene